CN(C1CCCCC1)C N,N-dimethylcyclohexaneamine